3-(4-Chlorophenyl)-2,5-dimethylhex-2-en-1-ylethanesulfonate ClC1=CC=C(C=C1)C(=C(COS(=O)(=O)CC)C)CC(C)C